(3-Acetylbicyclo[1.1.1]pentan-1-yl)carbamic acid tert-butyl ester C(C)(C)(C)OC(NC12CC(C1)(C2)C(C)=O)=O